ClCCN(C1=CC=C(C(=O)N[C@@H](CCC(=O)O)C(=O)O)C=C1)CCOS(=O)(=O)C 4-[(2-chloroethyl)(2-mesyloxyethyl)amino]benzoyl-L-glutamic acid